triazolo-1,4-diazepine C1=CN=C2C(=NN=N2)C=N1